(7-(Cyclopropylmethoxy)-6-methoxy-1-(2-(5-methoxy-1H-indol-3-yl)ethyl)-3,4-dihydroisoquinolin-2(1H)-yl)(morpholino)methanone C1(CC1)COC1=C(C=C2CCN(C(C2=C1)CCC1=CNC2=CC=C(C=C12)OC)C(=O)N1CCOCC1)OC